6,9-dimethyl-1,3,4,5-tetrahydropyrido[4,3-b]indol CC1=CC=C(C=2C3=C(NC12)CCNC3)C